C1(=CC=CC=C1)N(CC#CC1=CC=CC=C1)C(=S)F phenyl-(3-phenylprop-2-yn-1-yl)aminothioformylfluoride